BrC1=NC(=CC=C1C(C)=O)Cl 1-(2-bromo-6-chloro-3-pyridinyl)ethanone